[NH4+].C1(=C(C(=CC(=C1)C)C)S(=O)(=O)[O-])C mesitylenesulfonic acid ammonium salt